chloro-4-fluoro-N-{[4-(1-methyl-1H-pyrazol-5-yl)-2,5-dioxoimidazolidin-4-yl]methyl}[biphenyl]-2-carboxamide ClC1=C(C(=CC=C1F)C1=CC=CC=C1)C(=O)NCC1(NC(NC1=O)=O)C1=CC=NN1C